4-(Methane-sulphonyloxymethyl)-1-methanesulphonylpiperidine CS(=O)(=O)OCC1CCN(CC1)S(=O)(=O)C